O1CC(C1)OCC1=NC2=CC=C(C=C2C=C1)C=C 2-((Oxetan-3-yloxy)methyl)-6-vinylquinoline